(2R,3R,4R,5R)-2-(2-amino-6-(cyclopropylamino)-9H-purin-9-yl)-5-(hydroxymethyl)-3-methyltetrahydrofuran-3,4-diol NC1=NC(=C2N=CN(C2=N1)[C@@H]1O[C@@H]([C@H]([C@]1(O)C)O)CO)NC1CC1